2,4,6-trihydroxybenzene-1,3,5-tricarboxaldehyde OC1=C(C(=C(C(=C1C=O)O)C=O)O)C=O